Anetholtrithione COC1=CC=C(C=C1)C2=CC(=S)SS2